3-(7-chloro-5-fluoro-1H-indol-4-yl)-2-(2,6-diethylphenyl)-4,5,6,7-tetrahydropyrazolo[4,3-c]Pyridine hydrochloride Cl.ClC=1C=C(C(=C2C=CNC12)C=1N(N=C2C1CNCC2)C2=C(C=CC=C2CC)CC)F